4-(3,4-dihydro-1H-isoquinolin-2-yl)-5H-pyrimido[5,4-b]indole C1N(CCC2=CC=CC=C12)C1=NC=NC2=C1NC=1C=CC=CC21